(5S)-7-amino-3-(2,6-difluorophenyl)-5-methyl-9-thia-4,7-diazatricyclo[8.5.0.02,8]pentadec-1(10),2(8),3-trien-6-one NN1C([C@@H](N=C(C=2C=3CCCCCC3SC12)C1=C(C=CC=C1F)F)C)=O